SCCCS(=O)(=O)O.ClC1=C(C(=O)NCC2=CC(NC=C2)=O)C=CC(=C1)NC=1C=2N(C=CN1)C(=CN2)C2=C(C(=C(C=C2)OCC#N)F)F 2-chloro-4-[[3-[4-(cyanomethoxy)-2,3-difluoro-phenyl]imidazo[1,2-a]pyrazin-8-yl]amino]-N-[(2-oxo-1H-pyridin-4-yl)methyl]benzamide 3-mercaptopropansulfonat